methyl (E)-3-(3-(N-((9-fluoro-1-methyl-1H-benzo[f]indazol-8-yl)methyl)cyclohexanecarboxamido)phenyl)acrylate FC=1C2=C(C=C3C=NN(C13)C)C=CC=C2CN(C(=O)C2CCCCC2)C=2C=C(C=CC2)/C=C/C(=O)OC